2-[[4-chloro-2-(trifluoromethyl)phenyl]methyl]-1-(2-fluoroethyl)-N-[(1R)-2-hydroxy-1-[5-(trideuteromethylsulfonyl)-2-pyridinyl]ethyl]indole-5-carboxamide ClC1=CC(=C(C=C1)CC=1N(C2=CC=C(C=C2C1)C(=O)N[C@@H](CO)C1=NC=C(C=C1)S(=O)(=O)C([2H])([2H])[2H])CCF)C(F)(F)F